tert-butyl (1R,3s,5S)-3-(((Benzyloxy)carbonyl)(ethyl)amino)-8-azabicyclo[3.2.1]octane-8-carboxylate C(C1=CC=CC=C1)OC(=O)N(C1C[C@H]2CC[C@@H](C1)N2C(=O)OC(C)(C)C)CC